docosylprop-2-enoate C(CCCCCCCCCCCCCCCCCCCCC)OC(C=C)=O